O1C(=CC=C1)C(C(=O)O)=C 2-(2-furyl)acrylic acid